CC1=C(C=NN1CCO)C1=NC(=NC=C1)C1=NNC2=CC=C(C=C12)OC(C)C 2-(5-methyl-4-{2-[5-(propan-2-yloxy)-1H-indazol-3-yl]pyrimidin-4-yl}-1H-pyrazol-1-yl)ethan-1-ol